COC(=O)C1=CC(N(C2=CC=CC=C12)C)=O 1-methyl-2-oxo-1,2-dihydro-quinoline-4-carboxylic acid methyl ester